(±)-3-oxo-N-(5-(trifluoromethyl)isoxazol-3-yl)-3,5,6,7,8,9-hexahydro-2H-6,9-epiminocyclohepta[c]pyridine-10-carboxamide O=C1C=C2C(=CN1)C1CCC(C2)N1C(=O)NC1=NOC(=C1)C(F)(F)F